O[C@H]1[C@@H](O[C@@H]([C@H]1O)CO)[N+]1=CC(=CC=C1)C(=O)[O-].[NH3+][C@H](C(=O)[O-])CC1=CNC2=CC=CC=C12 (S)-2-Ammonio-3-(1H-indol-3-yl)propanoate compound with 1-((2R,3R,4S,5R)-3,4-dihydroxy-5-(hydroxymethyl)tetrahydrofuran-2-yl)pyridine-1-ium-3-carboxylate